tert-butyl-(1-(3,4-dimethoxyphenethyl)-2,5-dioxopyrrolidin-3-yl) carbamate C(N)(OC1(C(N(C(C1)=O)CCC1=CC(=C(C=C1)OC)OC)=O)C(C)(C)C)=O